methyl 2-[4-(3-methyl-2-oxo-1H-imidazo[4,5-b]pyridin-5-yl)phenyl]acetate CN1C(NC=2C1=NC(=CC2)C2=CC=C(C=C2)CC(=O)OC)=O